ClC=1C=C(C=CC1C(=O)N1CCNCC1)NC(=O)C=1N(C(=CN1)C1=C(C(=C(C=C1)OC(F)F)F)F)C N-(3-chloro-4-(piperazine-1-carbonyl)phenyl)-5-(4-(difluoromethoxy)-2,3-difluorophenyl)-1-methyl-1H-imidazole-2-carboxamide